OC1=C(C=C(C=C1C)C1=CCC(CN1C(=O)OC(C)(C)C)C)C tert-butyl 6-(4-hydroxy-3,5-dimethyl-phenyl)-3-methyl-3,4-dihydro-2H-pyridine-1-carboxylate